CC(C)(OC(NCCOCCOCCOCC(=O)OC1CNC(C1)C(NCC1=CC=C(C=C1)C1=C(N=CS1)C)=O)=O)C 5-((4-(4-methylthiazol-5-yl)benzyl)carbamoyl)pyrrolidin-3-yl 2,2-dimethyl-4-oxo-3,8,11,14-tetraoxa-5-azahexadecan-16-oate